N,N-dimethyl-N-allyl-hexadecyl-ammonium chloride [Cl-].C[N+](CC=C)(C)CCCCCCCCCCCCCCCC